tert-butyl 4-(5-cyclopropyl-7-tosyl-7H-pyrrolo[2,3-d]pyrimidin-4-yl)-3-methylpiperazine-1-carboxylate C1(CC1)C1=CN(C=2N=CN=C(C21)N2C(CN(CC2)C(=O)OC(C)(C)C)C)S(=O)(=O)C2=CC=C(C)C=C2